I(=O)(=O)O.I(=O)(=O)O.I(=O)(=O)O.C(CCC)N1CN(C=C1)C 1-butyl-3-methylimidazole triiodate